1,3,5-tri(methylene)cycloheptane C=C1CC(CC(CC1)=C)=C